NC1(COC1)COC=1C(=CC(=NC1)C#CC)C1=CC=2N(C=C1)N=C(C2)NC(=O)C2CC2 N-[5-[5-[(3-aminooxetan-3-yl)methoxy]-2-prop-1-ynyl-4-pyridyl]pyrazolo[1,5-a]pyridin-2-yl]cyclopropanecarboxamide